3,7-Anhydro-5,6,8-tri-O-benzyl-1-[(4S)-3-(tert-butoxycarbonyl)-2,2-dimethyl-1,3-oxazolidin-4-yl]-1,2,4-trideoxy-4-{[(2,2,2-trichloroethoxy)carbonyl]amino}-D-glycero-D-gulo-octitol C(C1=CC=CC=C1)O[C@@H]1[C@H]([C@H](CC[C@@H]2N(C(OC2)(C)C)C(=O)OC(C)(C)C)O[C@@H]([C@H]1OCC1=CC=CC=C1)COCC1=CC=CC=C1)NC(=O)OCC(Cl)(Cl)Cl